COC(C(CCCCCCCCCCCC)O)=O hydroxytetradecanoic acid methyl ester